N=1N(N=CC1)C1=C(C=C(C=N1)NC(C1=C(C=C(C(=C1)F)C1=C(C=NC=C1)I)Cl)=O)C(F)(F)F N-(6-(2H-1,2,3-triazol-2-yl)-5-(trifluoromethyl)pyridin-3-yl)-2-chloro-5-fluoro-4-(3-Iodopyridin-4-yl)benzamide